COC1=C(C=C(C=N1)C=1C=C(C=CC1)CC(=O)O)C(F)(F)F 2-(3-(6-methoxy-5-(trifluoromethyl)pyridin-3-yl)phenyl)acetic acid